2-(2-tert-butyl-5-hydroxyphenyl)-5-chloro-2H-benzotriazole C(C)(C)(C)C1=C(C=C(C=C1)O)N1N=C2C(=N1)C=CC(=C2)Cl